N[C@H](C1=C(C=CC(=C1)F)O)C=1NC2=CC=CC=C2C1 |r| (±)-2-(amino(1H-indol-2-yl)methyl)-4-fluorophenol